MethyleneBis-Benzotriazolyl C(C1=C(C=CC=2NN=NC21)*)C2=C(C=CC=1NN=NC12)*